tert-butyl 2-(2-((3-benzoyl-1-(2-(ethoxycarbonyl)-1H-pyrrol-3-yl)thioureido)methyl)-5-chlorophenyl)piperidine-1-carboxylate C(C1=CC=CC=C1)(=O)NC(N(C1=C(NC=C1)C(=O)OCC)CC1=C(C=C(C=C1)Cl)C1N(CCCC1)C(=O)OC(C)(C)C)=S